C1(=CC=CC=C1)N1N=CC(=C1)C=1SC=C(N1)C(=O)N1C(CCC1)C(=O)O 1-[2-(1-phenyl-1H-pyrazol-4-yl)-1,3-thiazole-4-carbonyl]pyrrolidine-2-carboxylic acid